4-(2-Chloropyrimidin-4-yl)pyridin-2-amine ClC1=NC=CC(=N1)C1=CC(=NC=C1)N